O1C=COC2=NC=CC=C21 [1,4]dioxino[2,3-b]pyridin